5-((R)-5H-imidazo[5,1-a]isoindol-5-yl)-2-methyl-4,5,6,7-tetrahydro-2H-indazol-4-ol C=1N=CN2C1C1=CC=CC=C1[C@H]2C2C(C1=CN(N=C1CC2)C)O